(S)-4-Isopropyl-N-(3-(1-((4-methyl-4H-1,2,4-triazol-3-yl)thio)ethyl)phenyl)picolinamide C(C)(C)C1=CC(=NC=C1)C(=O)NC1=CC(=CC=C1)[C@H](C)SC1=NN=CN1C